3-(2-methoxypyridin-3-yl)acrylonitrile COC1=NC=CC=C1C=CC#N